CN1CCC1C(=O)N1C[C@H](CC1)NC=1C2=C(N=CN1)C=CC(=N2)C=2C=C(C(=NC2)OC)C(F)(F)F (S)-4-(1-(N-methyl-4-azetidinecarbonyl)pyrrolidin-3-yl)amino-6-(2-methoxy-3-trifluoromethylpyridin-5-yl)pyrido[3,2-d]pyrimidine